ClC1=C(C=CC=C1)[C@H](C(=O)N1CC2=NN(C=C2C1)S(=O)(=O)C=1C=C2C(=NC1)OC=C2)CO (2S)-2-(2-chlorophenyl)-1-(2-{furo[2,3-b]pyridine-5-sulfonyl}-2H,4H,5H,6H-pyrrolo[3,4-c]pyrazol-5-yl)-3-hydroxypropan-1-one